5,7-difluorobenzofuran-3-one FC=1C=C(C2=C(C(CO2)=O)C1)F